N-(2-methyl-2H-indazole-6-carbonyl)-O-(3-(2-(5,6,7,8-tetrahydro-1,8-naphthyridin-2-yl)ethyl)cyclobutyl)homoserine CN1N=C2C=C(C=CC2=C1)C(=O)N[C@@H](CCOC1CC(C1)CCC1=NC=2NCCCC2C=C1)C(=O)O